4-(2-hydroxyethylsulfonylamino)-2-(6-azaspiro[2.5]octane-6-yl)benzamide OCCS(=O)(=O)NC1=CC(=C(C(=O)N)C=C1)N1CCC2(CC2)CC1